C=1N=CN2C1C(=CC=C2)C(=O)N2C[C@H]([C@@H](CC2)C(C)C)NC([C@H](C(C)(C)C)NC(C(F)(F)F)=O)=O (S)-N-((3S,4S)-1-(imidazo[1,5-a]pyridine-8-carbonyl)-4-isopropylpiperidin-3-yl)-3,3-dimethyl-2-(2,2,2-trifluoroacetamido)butanamide